OCCOC1=C(C(=NC(=C1C)C)NC1=CC=C(C=C1)C(F)(F)F)C1=NOC(N1)=O 3-[4-(2-hydroxyethoxy)-5,6-dimethyl-2-[4-(trifluoromethyl)anilino]-3-pyridyl]-4H-1,2,4-oxadiazol-5-one